BrC=1C=C(C=CC1OC(\C=C\C1=CC=CC=C1)=O)C1NC(NC(=C1C(=O)OCC)C)=O (E)-ethyl 4-(3-bromo-4-(cinnamoyloxy)phenyl)-6-methyl-2-oxo-1,2,3,4-tetrahydropyrimidine-5-carboxylate